ClC=1C=C(C=C(C1)C=1N(N=C2C(NCCC21)C)C)C2(CC2)NS(=O)(=O)C N-[1-[3-chloro-5-(2,7-dimethyl-4,5,6,7-tetrahydropyrazolo[3,4-c]pyridin-3-yl)phenyl]-cyclopropyl]methanesulfonamide